3-(hydroxymethyl)-1-methyl-N-(5-((4-(trifluoromethyl)benzyl)oxy)-1H-indol-3-yl)cyclobutane-1-carboxamide OCC1CC(C1)(C(=O)NC1=CNC2=CC=C(C=C12)OCC1=CC=C(C=C1)C(F)(F)F)C